ClC1=C(OC2=CC(=NC=C2)/N=C/NO)C=CC(=C1)[N+](=O)[O-] (E)-N'-(4-(2-chloro-4-nitrophenoxy)pyridin-2-yl)-N-hydroxyformamidine